6-((8-Fluoro-3-(2-isopropoxyphenyl)-4-oxo-3,4-dihydro-quinazolin-2-yl)(methyl)amino)-2-azaspiro[3.3]heptane-2-carboxylic acid tert-butyl ester C(C)(C)(C)OC(=O)N1CC2(C1)CC(C2)N(C)C2=NC1=C(C=CC=C1C(N2C2=C(C=CC=C2)OC(C)C)=O)F